COC(COCCOCCOCCO)CC1=CC=C(C=C1)C=C 4-Vinylbenzyltetraethyleneglycol monomethyl ether